C1(CCC1)CN(C(OC(C)(C)C)=O)[C@H]1CN(CCC1)C=1C=NC(=CC1)C1(COC1)C(NC1=NC(=CN=C1)N1CCCC1)=O tert-butyl (R)-(cyclobutylmethyl)(1-(6-(3-((6-(pyrrolidin-1-yl)pyrazin-2-yl)carbamoyl)oxetan-3-yl)pyridin-3-yl)piperidin-3-yl)carbamate